titanium diisopropoxide di(ethylacetoacetate) C(C)CC(CC(=O)[O-])=O.C(C)CC(CC(=O)[O-])=O.CC([O-])C.CC([O-])C.[Ti+4]